OC(=CC(=O)[O-])O dihydroxy-acrylate